N-(4-chloro-3-cyanophenyl)-N-{4-[2-(2-chloro-3-fluorophenyl)acetamido]pyridin-2-yl}acetamide ClC1=C(C=C(C=C1)N(C(C)=O)C1=NC=CC(=C1)NC(CC1=C(C(=CC=C1)F)Cl)=O)C#N